Cl.NC1([C@H]([C@@H](CC1)CCB(O)O)C)C(=O)O |r| rac-(2S,3R)-1-amino-3-(2-boronoethyl)-2-methylcyclopentane-1-carboxylic acid hydrochloride